1,3,3-trimethyl-1-phenyl-indane CC1(CC(C2=CC=CC=C12)(C)C)C1=CC=CC=C1